[Cl-].[Cl-].C1(=CC=CC=C1)OPOC1=CC=CC=C1 diphenyloxyphosphine dichloride